NC1=CC=C(C=C1)C1=NC(=CC=C1C(=O)NC1=CC(=C(C=C1)C)C(F)(F)F)Cl 2-(4-aminophenyl)-6-chloro-N-[4-methyl-3-(trifluoromethyl)phenyl]pyridine-3-carboxamide